5-((5-(4-(4-Amino-3-(4-phenoxyphenyl)-1H-pyrazolo[3,4-d]pyrimidin-1-yl)piperidine-1-yl)-5-oxopentyl)thio)-2-(2,6-dioxopiperidin-3-yl)-6-fluoroisoindoline-1,3-dione NC1=C2C(=NC=N1)N(N=C2C2=CC=C(C=C2)OC2=CC=CC=C2)C2CCN(CC2)C(CCCCSC=2C=C1C(N(C(C1=CC2F)=O)C2C(NC(CC2)=O)=O)=O)=O